COC(C1CCN(CC1)C1=C(C=CC=2NC(N(C21)C)=O)F)OC 4-[4-(Dimethoxymethyl)-1-piperidyl]-5-fluoro-3-methyl-1H-benzimidazol-2-one